1'-(6-amino-5-((2-amino-3-chloropyridin-4-yl)thio)pyrazin-2-yl)-4-methoxy-1,3-dihydrospiro[indene-2,4'-piperidin]-1-amine NC1=C(N=CC(=N1)N1CCC2(CC1)C(C1=CC=CC(=C1C2)OC)N)SC2=C(C(=NC=C2)N)Cl